1-pentanoylamino-cyclopentanecarboxylic acid [2'-(1H-tetrazol-5-yl)-biphenyl-4-ylmethyl]-amide N1N=NN=C1C1=C(C=CC=C1)C1=CC=C(C=C1)CNC(=O)C1(CCCC1)NC(CCCC)=O